(2-(3-bromophenyl)-2-methylpropyl)-4-methyl-1H-1,2,4-triazole-5(4H)-thione BrC=1C=C(C=CC1)C(CN1N=CN(C1=S)C)(C)C